COC(=O)C1=CSC=2C1=NC(=C(C2C(F)(F)F)C)O[C@H]2C[C@H](N(CC2)C(=O)OC(C)(C)C)C 5-(((2R,4R)-1-(tert-Butoxycarbonyl)-2-methylpiperidin-4-yl)oxy)-6-methyl-7-(trifluoromethyl)thieno[3,2-b]pyridine-3-carboxylic acid methyl ester